C(CC\C=C/C\C=C/C\C=C/C\C=C/C\C=C/C\C=C/CC)(=O)OCC ethyl (4Z,7Z,10Z,13Z,16Z,19Z)-docosa-4,7,10,13,16,19-hexaenoate